cyclohexane-1,2-dicarboxylic acid di(2-ethylhexyl) ester C(C)C(COC(=O)C1C(CCCC1)C(=O)OCC(CCCC)CC)CCCC